3-(4-(((4-chlorophenethyl)(7-fluorobenzo[d]thiazol-2-yl)amino)-methyl)phenyl)propiolic acid ClC1=CC=C(CCN(C=2SC3=C(N2)C=CC=C3F)CC3=CC=C(C=C3)C#CC(=O)O)C=C1